2-(4-fluorophenyl)-5-methyl-3-(pyridin-4-yl)-4,5-dihydropyrazolo[1,5-a]pyrazin-6(7H)-one FC1=CC=C(C=C1)C1=NN2C(CN(C(C2)=O)C)=C1C1=CC=NC=C1